CNC(=S)NNC(=O)C=1C=NN(C1C1=CC(=CC=C1)[N+](=O)[O-])C N-methyl-2-(1-methyl-5-(3-nitrophenyl)-1H-pyrazole-4-carbonyl)hydrazine-1-carbothioamide